ethyl 6-(5-chloro-2-pyridyl)-2,4-dimethyl-pyridine-3-carboxylate ClC=1C=CC(=NC1)C1=CC(=C(C(=N1)C)C(=O)OCC)C